FC=1C=C(C#N)C=C(C1)N1C=C(C=2C(CCCC12)=O)S(=O)(=O)C 3-fluoro-5-(3-(methylsulfonyl)-4-oxo-4,5,6,7-tetrahydro-1H-indol-1-yl)benzonitrile